Cl.S1(CCNCC1)=O 1,4-thiazinane 1-oxide hydrochloride